N-(2-((5-(furan-3-yl)-2-((4-(4-methylpiperazin-1-yl)phenyl)amino)pyrimidin-4-yl)amino)phenyl)acrylamide O1C=C(C=C1)C=1C(=NC(=NC1)NC1=CC=C(C=C1)N1CCN(CC1)C)NC1=C(C=CC=C1)NC(C=C)=O